3,5-Dimethyladamantan-1-amine CC12CC3(CC(CC(C1)(C3)C)C2)N